CC(C)(CCCCCCCCCCCCCCC)C=1NC(OC1)=O 4-(2-methylheptadecan-2-yl)oxazol-2(3H)-one